disodium phthalate C(C=1C(C(=O)[O-])=CC=CC1)(=O)[O-].[Na+].[Na+]